(S)-1H-imidazole-4-carboxylic acid [1-(3-pyridin-3-yl-phenyl)-ethyl]-amide N1=CC(=CC=C1)C=1C=C(C=CC1)[C@H](C)NC(=O)C=1N=CNC1